9-chloro-6-((4,6-dimethyl-2-oxo-1,2-dihydropyridin-3-yl)methyl)-2,4-dimethyl-2-(piperidin-4-yl)-7,8-dihydro-[1,3]dioxolo[4,5-g]isoquinolin-5(6H)-one ClC=1C=2CCN(C(C2C(=C2C1OC(O2)(C2CCNCC2)C)C)=O)CC=2C(NC(=CC2C)C)=O